(R)-N-((R)-2-ethoxy-1-(3-(trifluoromethoxy)phenyl)ethyl)-3-hydroxy-4,4-dimethylpentanamide C(C)OC[C@@H](C1=CC(=CC=C1)OC(F)(F)F)NC(C[C@H](C(C)(C)C)O)=O